CN1CCN(CC1)C1=NNC(=C1)N 3-(4-Methylpiperazin-1-yl)-1H-pyrazol-5-amine